N1N=C(C=C1)OB(O)O (1H-pyrazol-3-yl)boric acid